NC(C(=O)O)(CCCCB(O)O)CCCCC1=CC=CC=C1 2-amino-6-borono-2-(4-phenylbutyl)hexanoic acid